2-chloro-N-(3-((4-((1-(3,3-dimethylcyclohexyl)piperidin-4-yl)(methyl)amino)-6,7-dimethoxyquinazolin-2-yl)(methyl)amino)propyl)acetamide ClCC(=O)NCCCN(C)C1=NC2=CC(=C(C=C2C(=N1)N(C)C1CCN(CC1)C1CC(CCC1)(C)C)OC)OC